4-(3-amino-5-fluorophenyl)-2-methylisoquinolin-1-one NC=1C=C(C=C(C1)F)C1=CN(C(C2=CC=CC=C12)=O)C